C1(=CC=CC=C1)N1NC=C2C1=NC(NC2=O)=O 1-phenyl-1H-pyrazolo[3,4-d]pyrimidin-4,6-dione